1-allyl-6-chloro-1,3,4,9-tetrahydro-[1,2,6]thiadiazino[4,3-g]indole-7-carbaldehyde 2,2-dioxide oxime C(C=C)N1S(NCC=2C=C(C=3C(=CNC3C21)C=NO)Cl)(=O)=O